FC(OC1CN(C1)C=1C=NN(C1)C12CC(C1)(C2)NC(OCC[Si](C)(C)C)=O)(F)F 2-(trimethylsilyl)ethyl (3-{4-[3-(trifluoromethoxy)azetidin-1-yl]-1H-pyrazol-1-yl}bicyclo[1.1.1]pentan-1-yl)carbamate